(Z)-8-(4-ethoxyphenyl)-3-(4-fluorophenyl)-6-hydroxy-6-phenyloctane-2-en-4,7-diynealdehyde C(C)OC1=CC=C(C=C1)C#CC(C#C\C(=C/C=O)\C1=CC=C(C=C1)F)(C1=CC=CC=C1)O